BrC=1C(=C(C=CC1)NC=1C2=C(N=C(N1)C(F)F)C=CC=N2)Cl N-(3-bromo-2-chloro-phenyl)-2-(difluoromethyl)pyrido[3,2-d]pyrimidin-4-amine